C1CCC2=C(C=CC=C12)C1=C(C=C2C(=N1)C(=NN2C(=O)OC(C)(C)C)C=2C=NC(=CC2)CO)OC tert-Butyl 5-(2,3-dihydro-1H-inden-4-yl)-3-(6-(hydroxymethyl)pyridin-3-yl)-6-methoxy-1H-pyrazolo[4,3-b]pyridine-1-carboxylate